7'-(3-hydroxycyclohexyl)-2'-((3-methoxy-1H-pyrazol-4-yl)amino)spiro[cyclopropane-1,5'-pyrrolo[2,3-d]pyrimidin]-6'(7'H)-one OC1CC(CCC1)N1C(C2(C3=C1N=C(N=C3)NC=3C(=NNC3)OC)CC2)=O